[Na].C([2H])([2H])([2H])N(C1=NC=CC(=C1Cl)S)C([2H])([2H])[2H] 2-(Bis(methyl-d3)amino)-3-chloropyridine-4-thiol sodium salt